CNC(OC1=CC2=CC=CC=C2C=C1)=O naphthalen-2-yl methylcarbamate